C1CC12CCN(CC2)C(=O)C2=C(C=C(C#N)C=C2)Br 4-(6-azaspiro[2.5]octane-6-carbonyl)-3-bromobenzonitrile